ClC1=CC=C(C=C1)C(C(=O)N1CCC2=NC(=C(C=C21)C(F)(F)F)OC)NC=2C=C(OCCCC(=O)OC(C)(C)C)C=C(C2)OC tert-butyl 4-(3-((1-(4-chlorophenyl)-2-(5-methoxy-6-(trifluoromethyl)-2,3-dihydro-1H-pyrrolo[3,2-b]pyridin-1-yl)-2-oxoethyl)amino)-5-methoxyphenoxy)butanoate